(2-(((2R,3S,4R,5R)-5-(6-chloro-4-(cyclopentylamino)-1H-pyrazolo[3,4-d]pyrimidin-1-yl)-3,4-dihydroxytetrahydrofuran-2-yl)methoxy)-1-(methylthio)propan-2-yl)phosphonic acid ClC1=NC(=C2C(=N1)N(N=C2)[C@H]2[C@@H]([C@@H]([C@H](O2)COC(CSC)(C)P(O)(O)=O)O)O)NC2CCCC2